Cl.C(C(C)C)OC[C@H](N)C(=O)OCC1=CC(=NC(=C1)Cl)Cl (2,6-Dichloropyridin-4-yl)methyl O-isobutyl-L-serinate hydrochloride